2-bromo-2,2-difluoro-1-(pyrrolidin-1-yl)ethan-1-one BrC(C(=O)N1CCCC1)(F)F